N(=[N+]=[N-])CCC1=C(C=C(C(=C1)OC)OC)CCCCOC1OCCCC1 2-(4-(2-(2-azidoethyl)-4,5-dimethoxyphenyl)butoxy)tetrahydro-2H-pyran